1-bromo-3-fluoro-2-[(E)-2-nitrovinyl]benzene tert-Butyl-(3S,4S)-4-amino-3-(3-bromo-2-fluorobenzyl)-2-azabicyclo[3.1.1]heptane-2-carboxylate C(C)(C)(C)OC(=O)N1C2CC([C@@H]([C@@H]1CC1=C(C(=CC=C1)Br)F)N)C2.BrC2=C(C(=CC=C2)F)\C=C\[N+](=O)[O-]